4-(1-(benzo[d]thiazol-5-yl)ethyl)piperazine-1-carboxylic acid tert-butyl ester C(C)(C)(C)OC(=O)N1CCN(CC1)C(C)C=1C=CC2=C(N=CS2)C1